BrC1=NC=CC(=C1)C1=C(C2=NC(=CC(=C2N1)OC[C@H]1OCCOC1)F)C1=NC=CC=C1 2-(2-bromopyridin-4-yl)-7-{[(2S)-1,4-dioxan-2-yl]methoxy}-5-fluoro-3-(pyridin-2-yl)-1H-pyrrolo[3,2-b]pyridine